5-(propan-2-yl)-1,3-thiazole-2-carbaldehyde CC(C)C1=CN=C(S1)C=O